9-[(4-methoxy-2,5-dimethylphenyl)methyl]-4-(propan-2-yl)-2-oxa-5,9-diazatricyclo[6.3.0.0(1,5)]undecan-6-one COC1=CC(=C(C=C1C)CN1C2CC(N3C(COC32CC1)C(C)C)=O)C